1,4-dichloro-6-phenyl-1,3,5-triazine ClN1CN=C(N=C1C1=CC=CC=C1)Cl